CN1C(=CNC2=C1C(=O)NC(=N2)N)CNC3=CC=C(C=C3)C(=O)N[C@@H](CCC(=O)O)C(=O)O The molecule is a member of the class of dihydrofolic acids that is dihydrofolic acid carrying a methyl substituent at position 5. It has a role as a mouse metabolite, a rat metabolite and a human xenobiotic metabolite.